C(=O)=C(C1=CC=CC=C1)ON([C@@H](C(C)C)C(=O)O)C(=O)OCC1=CC=CC=C1 (carbonylbenzyloxy)Cbz-L-valine